OC(C)C1=CC(=C2CN(C(C2=C1)=O)C(=O)OC(C)(C)C)C(F)(F)F tert-butyl 6-(1-hydroxyethyl)-1-oxo-4-(trifluoromethyl)isoindoline-2-carboxylate